(9R,13S)-13-{4-[5-chloro-2-(3-methoxyphenyl)phenyl]-6-oxo-1,6-dihydropyrimidin-1-yl}-3,9-dimethyl-3,4,7,15-tetraazatricyclo[12.3.1.02,6]Octadecan-1(18),2(6),4,14,16-pentaen-8-one ClC=1C=CC(=C(C1)C=1N=CN(C(C1)=O)[C@H]1CCC[C@H](C(NC=2C=NN(C2C=2C=CN=C1C2)C)=O)C)C2=CC(=CC=C2)OC